O=S1(CCC(CC1)CNC1=NC=NC2=C(C=C(C=C12)C1=CC=C(C=C1)F)OC)=O N-[(1,1-dioxothian-4-yl)methyl]-6-(4-fluorophenyl)-8-methoxy-quinazolin-4-amine